BrC=1C=C(C=CC1)[C@H](C)NC(=O)C=1C=C2C(=C(N(C2=CC1)CC1=CC=C(C=C1)C=1C(=CC=CC1)C(=O)OC(C)(C)C)C)C (S)-tert-Butyl 4'-((5-((1-(3-bromophenyl)ethyl)carbamoyl)-2,3-dimethyl-1H-indol-1-yl)methyl)-[1,1'-biphenyl]-2-carboxylate